2-Benzyl-4-ethyl-[1,2,4]thiadiazolidine-3,5-dione C(C1=CC=CC=C1)N1SC(N(C1=O)CC)=O